(S)-7-chloro-2,4-dimethyl-N-((6-methyl-4-(methylthio)-2-oxo-1,2-dihydropyridin-3-yl)methyl)-2-(1-(2,2,2-trifluoroethyl)piperidin-4-yl)benzo[d][1,3]dioxole-5-carboxamide ClC1=CC(=C(C2=C1O[C@](O2)(C2CCN(CC2)CC(F)(F)F)C)C)C(=O)NCC=2C(NC(=CC2SC)C)=O